CO[Si](C(C)[Si](O[Si](C)(C)CC[SiH2]C(N(CC)CC)N(CC)CC)(C)C)(OC)OC 1-trimethoxysilylethyl-3-bis(diethylamino)methylsilylethyl-1,1,3,3-tetramethyldisiloxane